CN1N=CC2=CC=C(C=C12)C=1C2=C(NN1)C1=C(C2)SC(=C1)C1=CC=C(CN2C(COCC2)=O)C=C1 4-(4-(3-(1-methyl-1H-indazol-6-yl)-1,4-dihydro-thieno[2',3':4,5]cyclopenta[1,2-c]pyrazol-6-yl)benzyl)morpholin-3-one